C(C)N1C=C(C(C2=CC(=C(C=C12)N1CCN(CC1)CC1=CC=CC2=CC=CC=C12)F)=O)C(=O)O 1-ethyl-6-fluoro-7-(4-(naphthalen-1-ylmethyl)piperazin-1-yl)-4-oxo-1,4-dihydroquinoline-3-carboxylic acid